N-[(3-bromo-4-methyl-phenyl)carbamothioyl]benzamide BrC=1C=C(C=CC1C)NC(=S)NC(C1=CC=CC=C1)=O